S1C(=NC=C1)C1=CC(=CC=2N=C(OC21)N2CC1CCCC(C2)N1C(=O)OC(C)(C)C)C(C(F)(F)F)(C)OC tert-Butyl 3-(7-(thiazol-2-yl)-5-(1,1,1-trifluoro-2-methoxypropan-2-yl)benzo[d]oxazol-2-yl)-3,9-diazabicyclo[3.3.1]nonane-9-carboxylate